1,3-DINITRO-4-CHLOROBENZENE [N+](=O)([O-])C1=CC(=C(C=C1)Cl)[N+](=O)[O-]